2-((5-((R)-2-(5-chloropyridin-2-yl)-2-methylbenzo[d][1,3]dioxol-4-yl)-2-azabicyclo[2.2.1]heptan-2-yl)methyl)-1-(((S)-oxetan-2-yl)methyl)-1H-benzo[d]imidazole-6-carboxylic acid ClC=1C=CC(=NC1)[C@]1(OC2=C(O1)C=CC=C2C2C1CN(C(C2)C1)CC1=NC2=C(N1C[C@H]1OCC1)C=C(C=C2)C(=O)O)C